CN(C=1N=C2N(C(=CC(=C2)C=2C=C3C(=NC(=NC3=CC2)C)N[C@H](C)C2=CC(=CC(=C2)C(F)(F)F)[N+](=O)[O-])OC)C1)C (R)-6-(2-(dimethylamino)-5-methoxyimidazo[1,2-a]pyridin-7-yl)-2-methyl-N-(1-(3-nitro-5-(trifluoromethyl)phenyl)ethyl)quinazolin-4-amine